1,2-Dihydroxybenzene-3,5-disulfonic acid disodium salt hydrate O.[Na+].[Na+].OC1=C(C(=CC(=C1)S(=O)(=O)[O-])S(=O)(=O)[O-])O